OC(COCCC(C(=O)OC)(C)C1=CC(=CC=C1)I)C#C[Si](C)(C)C methyl 4-((2-hydroxy-4-(trimethylsilyl)but-3-yn-1-yl)oxy)-2-(3-iodophenyl)-2-methylbutanoate